CN1C=C2C(=C1C(F)(F)F)CCC2 2-methyl-3-(trifluoromethyl)-2,4,5,6-tetrahydrocyclopenta[c]pyrrol